C(C)(C)(C)[C@H]1N(CCC1N(C(C1=C(C(=C(C=C1OC)C)SC1=CN=C(S1)NC(=O)C1=CSC=C1)F)=O)C)C(=O)O Tert-butyl-(R)-3-(2-fluoro-6-methoxy-N,4-dimethyl-3-((2-(thiophene-3-carboxamido)thiazol-5-yl)thio)benzamido)pyrrolidine-1-carboxylic acid